CN1CCN(CC1)C1=CC=CC=2N(C=NC21)C(=O)NCCCC2(CC2)C(F)(F)F 4-(4-Methylpiperazin-1-yl)-N-(3-(1-(trifluoromethyl)cyclopropyl)propyl)-1H-benzo[d]imidazole-1-carboxamide